BrC1=C(C(N(C=C1)CC)=O)OC1=C(C=C(C=C1C)F)C 4-bromo-1-ethyl-3-(4-fluoro-2,6-dimethylphenoxy)pyridin-2(1H)-one